NCC=1C=C(C=C(C1)F)C1=CC=C(C=C1)CC=1C(=C(SC1C)C)C(=O)NC1CC2(CC(C2)C(=O)O)C1 6-(4-((3'-(aminomethyl)-5'-fluoro-[1,1'-biphenyl]-4-yl)methyl)-2,5-dimethylthiophene-3-carboxamido)spiro[3.3]heptane-2-carboxylic acid